1-(6-(benzo[d]thiazol-2-ylamino)pyridazin-3-yl)-1H-indole-4-carboxylic acid S1C(=NC2=C1C=CC=C2)NC2=CC=C(N=N2)N2C=CC=1C(=CC=CC21)C(=O)O